[K+].C(CCCCCCCCCCCCCCC)(=O)[O-] palmitic acid potassium salt